C1(CCCCC1)C1=CC=C(C=C1)C=1NC=2N(C(C1)=O)N=CC2C(=O)N2CC(C2)(F)F 5-(4-cyclohexylphenyl)-3-(3,3-difluoroazetidine-1-carbonyl)pyrazolo[1,5-a]pyrimidin-7(4H)-one